tert-butyl 4-[5-(4-fluorobenzoyl)pyrimidin-2-yl]piperazine-1-carboxylate FC1=CC=C(C(=O)C=2C=NC(=NC2)N2CCN(CC2)C(=O)OC(C)(C)C)C=C1